3-(4-Methoxyphenyl)-2,4-dioxo-1,2,3,4-tetrahydropyrimidine-5-carboxylic acid ethyl ester C(C)OC(=O)C=1C(N(C(NC1)=O)C1=CC=C(C=C1)OC)=O